5-(cyclopropylmethyl)-4-[4-(difluoromethoxy)phenyl]-2-(2-methyl-2H-indazol-5-yl)-2H,3H,5H-imidazo[4,5-c]pyridazin-3-one C1(CC1)CN1C=NC2=NN(C(C(=C21)C2=CC=C(C=C2)OC(F)F)=O)C2=CC1=CN(N=C1C=C2)C